8-thioadenosine C1=NC(=C2C(=N1)N(C(=S)N2)[C@H]3[C@@H]([C@@H]([C@H](O3)CO)O)O)N